NCCCCC(=O)NC1=CC(=C(C=C1)OC)C#CCN 5-amino-N-(3-(3-aminoprop-1-yn-1-yl)-4-methoxyphenyl)pentanamide